(R)-3-((3-butyl-2-methyl-7-(methylthio)-1,1-dioxido-5-phenyl-2,3,4,5-tetrahydro-1,2,5-benzothiadiazepin-8-yl)oxy)-2,2-difluoropropanoic acid C(CCC)[C@H]1N(S(C2=C(N(C1)C1=CC=CC=C1)C=C(C(=C2)OCC(C(=O)O)(F)F)SC)(=O)=O)C